2-amino-N-(2H-tetrazol-5-yl)benzamide NC1=C(C(=O)NC=2N=NNN2)C=CC=C1